BrC1=C(C=C2C(=NC(=NC2=C1)Cl)N([C@H]1[C@H](N(CC1)C(=O)OC(C)(C)C)C)C)C(F)(F)F tert-butyl (2R,3R)-3-[[7-bromo-2-chloro-6-(trifluoromethyl)quinazolin-4-yl]-methyl-amino]-2-methyl-pyrrolidine-1-carboxylate